ClC=1C(=CC(=NC1)NC1CCC(CC1)NCCOCCNS(=O)(=O)C(F)(F)F)C1=NC(=CC=C1)NCC1(CCOCC1)C#N N-(2-(2-(((1r,4r)-4-((5'-chloro-6-(((4-cyanotetrahydro-2H-pyran-4-yl)methyl)amino)-[2,4'-bipyridin]-2'-yl)amino)cyclohexyl)amino)ethoxy)ethyl)-1,1,1-trifluoromethanesulfonamide